CC1=CNC2=NC=C(C=C21)C2=CC(=C1CCOCC1=C2)[C@H]2N(CCC2)C(=O)[O-] (S)-2-(7-(3-methyl-1H-pyrrolo[2,3-b]pyridin-5-yl)isochroman-5-yl)pyrrolidine-1-carboxylate